N1C(=CC=2C=NC=CC21)CNC(CN2C(=NC=C(C2=O)NC(CCC(C2=CC=C(C=C2)OC2=CC=CC=C2)=O)=O)C2=CC=CC=C2)=O N-(1-(2-(((1H-pyrrolo[3,2-c]pyridin-2-yl)methyl)amino)-2-oxoethyl)-6-oxo-2-phenyl-1,6-dihydropyrimidin-5-yl)-4-oxo-4-(4-phenoxyphenyl)butanamide